COC1=CC=C(C=C1)CC(=O)OC methyl (4-methoxyphenyl)acetate